ClC1=C(C(=O)N2COC3=C(C2)C=CC=C3C3=CC(=C(C(=O)OC)C=C3F)N3C2COCC3CC2)C(=CC(=C1)N1CC2(C1)CC(C2)(OC)OC)Cl Methyl 4-[3-[2,6-dichloro-4-(6,6-dimethoxy-2-azaspiro[3.3]heptan-2-yl)benzoyl]-2,4-dihydro-1,3-benzoxazin-8-yl]-5-fluoro-2-(3-oxa-8-azabicyclo[3.2.1]octan-8-yl)benzoate